4,4-difluoro-N-{4-[5-fluoro-7-{[(3S)-oxolan-3-yl]oxy}-3-{pyridin-2-yl}-1H-pyrrolo[3,2-b]pyridin-2-yl]pyridin-2-yl}-2-(4-fluorophenyl)butanamide FC(CC(C(=O)NC1=NC=CC(=C1)C1=C(C2=NC(=CC(=C2N1)O[C@@H]1COCC1)F)C1=NC=CC=C1)C1=CC=C(C=C1)F)F